2-fluoro-N-(6-(2-(hydroxymethyl)-5-(1H-pyrrol-3-yl)phenyl)imidazo[1,2-a]pyridin-2-yl)cyclopropane-1-carboxamide FC1C(C1)C(=O)NC=1N=C2N(C=C(C=C2)C2=C(C=CC(=C2)C2=CNC=C2)CO)C1